6-fluoro-N-[4-fluoro-2-methyl-5-[[5-[[(3S)-oxolan-3-yl]amino]pyridine-2-carbonyl]amino]phenyl]pyrazolo[1,5-a]pyridine-3-carboxamide FC=1C=CC=2N(C1)N=CC2C(=O)NC2=C(C=C(C(=C2)NC(=O)C2=NC=C(C=C2)N[C@@H]2COCC2)F)C